4-chloro-6-(4-(4-isopropylpiperazin-1-yl)phenyl)-1-methyl-2-(oxetan-3-yl)-1H-benzo[d]imidazole ClC1=CC(=CC=2N(C(=NC21)C2COC2)C)C2=CC=C(C=C2)N2CCN(CC2)C(C)C